2-(3-(6-(3,3-difluoroazetidin-1-yl)pyridin-3-yl)-6-oxopyridazin-1(6H)-yl)-N-ethylacetamide FC1(CN(C1)C1=CC=C(C=N1)C1=NN(C(C=C1)=O)CC(=O)NCC)F